FC1=C(C=CC(=C1)F)C1=NOC(=N1)C(=O)N1CC2=CC=CC=C2C(C1)C=1C=NN(C1C)C [3-(2,4-difluorophenyl)-1,2,4-oxadiazol-5-yl]-[4-(1,5-dimethylpyrazol-4-yl)-3,4-dihydro-1H-isoquinolin-2-yl]methanone